5-(4-(piperazine-1-carbonyl)phenyl)-N-(3-fluorophenyl)nicotinamide N1(CCNCC1)C(=O)C1=CC=C(C=C1)C=1C=NC=C(C(=O)NC2=CC(=CC=C2)F)C1